2-(5-(2-(((S)-((R)-7-fluoro-1,2,3,4-tetrahydro-1,5-naphthyridin-3-yl)(phenyl)methyl)amino)ethyl)-2-methylphenyl)acetic acid FC1=CN=C2C[C@H](CNC2=C1)[C@@H](C1=CC=CC=C1)NCCC=1C=CC(=C(C1)CC(=O)O)C